1-isopropyl-3-(methoxy-carbonylaminosulfonyl)-1H-pyrazole C(C)(C)N1N=C(C=C1)S(=O)(=O)NC(=O)OC